CC1=NC(=CC(=C1)C=1NC2=CC=C(C=C2C1C(C)C)OC1CCN(CC1)CC(C)(O)C)C 1-(4-((2-(2,6-Dimethylpyridin-4-yl)-3-isopropyl-1H-indol-5-yl)oxy)piperidin-1-yl)-2-methylpropan-2-ol